FC1=CC(=C(C=C1)C1=NN=C(O1)[C@@H]1CC12CCN(CC2)S(=O)(=O)N)C(F)(F)F (1R)-1-{5-[4-Fluoro-2-(trifluoromethyl)phenyl]-1,3,4-oxadiazol-2-yl}-6-azaspiro[2.5]octan-6-sulfonamid